(4-(2-((2-(2-((4S)-6-(4-chlorophenyl)-8-methoxy-1-methyl-4H-benzo[f][1,2,4]triazolo[4,3-a][1,4]diazepin-4-yl)acetamido)ethyl)amino)-2-oxoethyl)phenyl)boronic acid ClC1=CC=C(C=C1)C1=N[C@H](C=2N(C3=C1C=C(C=C3)OC)C(=NN2)C)CC(=O)NCCNC(CC2=CC=C(C=C2)B(O)O)=O